di-isononyl cyclohexanedicarboxylate C1(CCCCC1)(C(=O)OCCCCCCC(C)C)C(=O)OCCCCCCC(C)C